4-methyl-4,7-diazaspiro[2.5]octan-7-ylaniline CN1C2(CC2)CN(CC1)NC1=CC=CC=C1